(3,5-dibromophenyl)methanamine BrC=1C=C(C=C(C1)Br)CN